[Br-].OC(C)C1N2CCCN=C2CCCC1 1-hydroxyethyl-1,8-diazabicyclo[5.4.0]undec-7-ene bromide